[I-].[NH+]1=CC=CC=C1 Pyridinium Iodide